C(C)(C)(C)OC(=O)N[C@H]([C@@H](C)OCC1=CC(=C(C=C1)CCCCC(=O)O)C)CCC(N)=O 5-[4-([[(2R,3S)-3-[(tert-butoxycarbonyl)amino]-5-carbamoylpentan-2-yl]oxy]methyl)-2-methylphenyl]pentanoic acid